ClC1=C(C=C(C=C1)F)CC(=O)NC1=CC(=C(C=C1)C1=CN=CO1)F 2-(2-chloro-5-fluorophenyl)-N-(3-fluoro-4-(oxazol-5-yl)phenyl)acetamide